6-methylsulfonyloxy-2-azaspiro[3.3]heptane-2-carboxylic Acid Benzyl Ester C(C1=CC=CC=C1)OC(=O)N1CC2(C1)CC(C2)OS(=O)(=O)C